4-xylenylpyridine C1(CC=C(C=C1)C)(C)C1=NC=CC=C1